Cl.C1(CCCO1)=O γ-butyrolactone hydrochloride